2-[2-[6-[3-(6-methyl-2-pyridyl)-1H-pyrazol-4-yl]-1,5-naphthyridin-3-yl]-6,8-dihydro-5H-imidazo[1,2-a]pyrazin-7-yl]ethanamine CC1=CC=CC(=N1)C1=NNC=C1C=1N=C2C=C(C=NC2=CC1)C=1N=C2N(CCN(C2)CCN)C1